NC=1C=C(C=C(C1)C(F)(F)F)[C@@H](C)NC1=NC(=NC2=CC(=C(C=C12)C[C@H](C)OC)OC)C N-((R)-1-(3-amino-5-(trifluoromethyl)phenyl)ethyl)-7-methoxy-6-((S)-2-methoxypropyl)-2-methylquinazolin-4-amine